N-(1-cyclopropyl-3-(4'-(oxetan-3-ylmethoxy)-4,5,5',6'-tetrahydro-2H-spiro[furan-3,8'-pyrano[3,4-b]pyridin]-2'-yl)-1H-pyrrolo[2,3-c]pyridin-5-yl)acetamide C1(CC1)N1C=C(C=2C1=CN=C(C2)NC(C)=O)C2=CC(=C1C(=N2)C2(OCC1)COCC2)OCC2COC2